BrC1=CC=C(C=N1)NC(OC(C)(C)C)=O tert-butyl (6-bromopyridin-3-yl)carbamate